C(C)(C)(C)OC(=O)N[C@H](C(=O)OCC1=CC=CC=C1)CCC1=CC(=C(C=C1)C(F)(F)F)Cl Benzyl (S)-2-((tert-butoxycarbonyl)amino)-4-(3-chloro-4-(trifluoromethyl)phenyl)butanoate